FC=1C=NN2C1C=CC=C2C=2C=CC(=NC2)C2(CC(CC2)N)N 3-(5-(3-fluoropyrazolo[1,5-a]pyridin-7-yl)pyridin-2-yl)cyclopentane-1,3-diamine